FC(OC1=CC=CC=2N(C(=NC21)CN2CCC(CC2)C2=NC(=CC=C2)OCC2=C(C=C(C=C2)C2COC2)F)C)F 4-(Difluoromethoxy)-2-((4-(6-((2-fluoro-4-(oxetan-3-yl)benzyl)oxy)pyridin-2-yl)piperidin-1-yl)methyl)-1-methyl-1H-benzo[d]imidazole